(R)-2-chlorobutyrate Cl[C@@H](C(=O)[O-])CC